N-vinyl-guanidine C(=C)NC(=N)N